ClC1=CC(=C(C=C1)S(=O)(=O)N1[C@@H](CCC1)C(=O)OCCCC)B1OC(C(O1)(C)C)(C)C Butyl ((4-chloro-2-(4,4,5,5-tetramethyl-1,3,2-dioxaborolan-2-yl)phenyl)sulfonyl)-L-prolinate